C1(CCCC1)N(C(=O)OCC=1C(=NOC1C1=CC=C(OC2C3CC3CC2)C=C1)C)C (±)-2-(4-(4-(((Cyclopentyl(methyl)carbamoyl)oxy)methyl)-3-methylisoxazol-5-yl)phenoxy)bicyclo[3.1.0]hexan